C(C)(C)(C)OC(=O)N1CC(C(C(C1)C)(OC)OC)O 3-Hydroxy-4,4-dimethoxy-5-methylpiperidine-1-carboxylic acid tert-butyl ester